methyl 5-benzyloxy-2-difluoromethyl-benzo[b]thiophene-3-carboxylate C(C1=CC=CC=C1)OC1=CC2=C(SC(=C2C(=O)OC)C(F)F)C=C1